2-hydroxy-4-(4,5,7-trihydroxy-3,4-dihydro-2H-chromen-2-yl)phenolate OC1=C(C=CC(=C1)C1OC2=CC(=CC(=C2C(C1)O)O)O)[O-]